O=C1COC(CN1)CN1N=NC(=C1)C(=O)NCC=1SC(=NN1)C1=CC=CC=C1 1-((5-oxomorpholin-2-yl)methyl)-N-((5-phenyl-1,3,4-thiadiazol-2-yl)methyl)-1H-1,2,3-triazole-4-carboxamide